COC(=O)C1=CC2=C(N=CN2CC2OCC2)S1 1-(oxetan-2-ylmethyl)-1H-thieno[2,3-d]imidazole-5-carboxylic acid Methyl ester